N-[1-[6-(3,6-dihydro-2H-pyran-4-yl)-1-(2,2-dimethylpropyl)indol-3-yl]ethyl]cyclopropanesulfonamide O1CCC(=CC1)C1=CC=C2C(=CN(C2=C1)CC(C)(C)C)C(C)NS(=O)(=O)C1CC1